FC(C1=CC(=CC(=N1)[C@]1(CC(=NO1)C1=CC(=C(C(=O)NC2CN(C2)S(=O)(=O)C)C=C1)C)C(F)(F)F)C(F)(F)F)F |o1:8| rel-(R)-4-(5-(6-(difluoromethyl)-4-(trifluoromethyl)pyridin-2-yl)-5-(trifluoromethyl)-4,5-dihydroisoxazol-3-yl)-2-methyl-N-(1-(methylsulfonyl)azetidin-3-yl)benzamide